(S)- and (R)-2-((4-cyanophenethyl)amino)-2-(3-methoxy-phenyl)-N-(5-(1-methyl-1H-pyrazol-4-yl)-pyridin-2-yl)-acetamide C(#N)C1=CC=C(CCN[C@H](C(=O)NC2=NC=C(C=C2)C=2C=NN(C2)C)C2=CC(=CC=C2)OC)C=C1 |r|